N1(N=CC=C1)C1=C(CNC2=C3N=CN(C3=NC(=N2)N2CCC(CC2)(O)CN2N=CC(=C2)C(F)(F)F)C(C)C)C=CC=C1 (6-((2-(1H-pyrazol-1-yl)benzyl)amino)-9-isopropyl-9H-purin-2-yl)-4-((4-(trifluoromethyl)-1H-pyrazol-1-yl)methyl)piperidin-4-ol